BrC=1C=CC(=NC1OCC1CC1)C(=O)O 5-Bromo-6-(cyclopropylmethoxy)picolinic acid